C1(=CC=CC=C1)P(=O)(C1=CC=CC=C1)C(=O)C1=C(C(=C(C=C1C)C)[N+](=O)[O-])C Diphenylphosphoryl-(2,4,6-trimethyl-3-nitrophenyl)methanone